4-({[1-(5-Methylfuran-3-carbonyl)-3-[2-oxo-1-(pyrrolidin-1-sulfonyl)piperidin-4-yl]-1H-pyrazol-5-yl]amino}methyl)benzol CC1=CC(=CO1)C(=O)N1N=C(C=C1NCC1=CC=CC=C1)C1CC(N(CC1)S(=O)(=O)N1CCCC1)=O